OCC1=CC=C(C=C1)N1C(N=C(C=C1)NC(=O)N1[C@@H](CN(CC1)C(C(C)(C)NC(OC(C)(C)C)=O)=O)C)=O (R)-tert-butyl (1-(4-((1-(4-(hydroxymethyl)phenyl)-2-oxo-1,2-dihydropyrimidin-4-yl)carbamoyl)-3-methylpiperazin-1-yl)-2-methyl-1-oxopropan-2-yl)carbamate